CN1CCC(CC1)C1(CC=C(C=C1)N)N 4-(1-methylpiperidin-4-yl)-1,4-phenylenediamine